C1(CC1)C1=CC(=CC(=N1)N1C=NC2=C(C1=O)NC(=C2)CC2CCOCC2)C2=C(C=C(C=C2)F)C2=NN=CN2C 3-[6-cyclopropyl-4-[4-fluoro-2-(4-methyl-1,2,4-triazol-3-yl)phenyl]pyridin-2-yl]-6-(oxan-4-ylmethyl)-5H-pyrrolo[3,2-d]pyrimidin-4-one